CS(=O)(=O)C1=CC=CC=C1 D-p-methylsulfonylbenzene